CNC(=O)C(CCN1CCC(CC1)(C2=CC=C(C=C2)Cl)O)(C3=CC=CC=C3)C4=CC=CC=C4 The molecule is a monocarboxylic acid amide that is the methylamide of 4-[4-(4-chlorophenyl)-4-hydroxypiperidin-1-yl]-2,2-diphenylbutanoic acid. It has a role as a drug metabolite. It is a member of piperidines, a tertiary alcohol, a monocarboxylic acid amide and a member of monochlorobenzenes.